1-((1s,3r)-3-(((tert-butyldimethylsilyl)oxy)methyl)-1-methyl-5-(1-(oxetan-3-yl)-1H-pyrazol-4-yl)-3,4-dihydroisoquinolin-2(1H)-yl)-2-(2,6-dichlorophenyl)ethan-1-one [Si](C)(C)(C(C)(C)C)OC[C@@H]1N([C@H](C2=CC=CC(=C2C1)C=1C=NN(C1)C1COC1)C)C(CC1=C(C=CC=C1Cl)Cl)=O